Methyl 5-bromo-2-(methylamino)nicotinate BrC=1C=NC(=C(C(=O)OC)C1)NC